Tert-Butyl ((S)-(7-((S*)-1-(2-(3,3-difluorocyclobutyl)acetamido)-2-ethoxyethyl)imidazo[1,2-b]pyridazin-2-yl)(4,4-difluorocyclohexyl)methyl)carbamate FC1(CC(C1)CC(=O)N[C@H](COCC)C1=CC=2N(N=C1)C=C(N2)[C@H](C2CCC(CC2)(F)F)NC(OC(C)(C)C)=O)F |o1:9|